(Z)-N'-((5-(difluoromethyl)-1-methyl-1H-pyrazole-3-carbonyl)oxy)-1-(2-fluoro-6-methylphenyl)cyclopropane-1-carboximidamide FC(C1=CC(=NN1C)C(=O)O\N=C(/N)\C1(CC1)C1=C(C=CC=C1C)F)F